CN1N=CC(=C1)NC(N)=O 3-(1-methylpyrazol-4-yl)urea